(S)-N-(5-(5-(2-((tert-butyldiphenylsilyl)oxy)-3,3-difluoropropyl)-1,2,4-oxadiazol-3-yl)-2-methylphenyl)-7-((4-hydroxy-4-methylpentyl)oxy)imidazo[1,2-a]pyridine-3-carboxamide [Si](C1=CC=CC=C1)(C1=CC=CC=C1)(C(C)(C)C)O[C@@H](CC1=NC(=NO1)C=1C=CC(=C(C1)NC(=O)C1=CN=C2N1C=CC(=C2)OCCCC(C)(C)O)C)C(F)F